BrC1=CC(=C(C=C1)CN(C)C)Cl (4-bromo-2-chlorophenyl)-N,N-dimethylmethylamine